(1S,2S)-N-[7-chloro-6-[4-((3R,4R)-4-hydroxy-3-methyl-tetrahydrofuran-3-yl)piperazin-1-yl]-3-isoquinolyl]-2-(2-isopropylpyrazol-3-yl)cyclopropanecarboxamide ClC1=C(C=C2C=C(N=CC2=C1)NC(=O)[C@@H]1[C@H](C1)C=1N(N=CC1)C(C)C)N1CCN(CC1)[C@@]1(COC[C@@H]1O)C